N1C=CC2=CC=C(C=C12)C1=CC=C2C=NC(=NN21)NC=2C=NN(C2)C2CCN(CC2)CCCCCCCCCOC2=C1C(N(C(C1=CC=C2)=O)C2C(NC(CC2)=O)=O)=O 4-((9-(4-(4-((7-(1H-indol-6-yl)pyrrolo[2,1-f][1,2,4]triazine-2-yl)amino)-1H-pyrazol-1-yl)piperidin-1-yl)nonyl)oxy)-2-(2,6-dioxopiperidin-3-yl)isoindolin-1,3-dione